FC1=C(C=CC=C1F)C(CC1=NC(NC(N1)=O)=O)C 6-(2-(2,3-difluorophenyl)propyl)-1,3,5-triazine-2,4(1H,3H)-dione